N-((R)-1-(3-(1-ethyl-1H-pyrazol-3-yl)-5-(1-isopropyl-1H-pyrazol-4-yl)phenyl)ethyl)-2-methyl-5-(((S)-1-methylpyrrolidin-2-yl)methoxy)benzamide C(C)N1N=C(C=C1)C=1C=C(C=C(C1)C=1C=NN(C1)C(C)C)[C@@H](C)NC(C1=C(C=CC(=C1)OC[C@H]1N(CCC1)C)C)=O